2-(5-((4-((1,3-dimethylpyrrolidine-3-carbonyl)oxy)hexadecyl)oxy)-5-oxopentyl)propane-1,3-diyl dioctanoate C(CCCCCCC)(=O)OCC(COC(CCCCCCC)=O)CCCCC(=O)OCCCC(CCCCCCCCCCCC)OC(=O)C1(CN(CC1)C)C